(+/-)-(1S,3S)-3-((6-(4-(((cyclopentyl(methyl)carbamoyl)oxy)methyl)-3-methylisoxazol-5-yl)pyridin-3-yl)oxy)cyclohexane-1-carboxylic acid C1(CCCC1)N(C(=O)OCC=1C(=NOC1C1=CC=C(C=N1)O[C@@H]1C[C@H](CCC1)C(=O)O)C)C |r|